methyl 4-(6-(4,4-difluoropiperidine-1-carbonyl)-2-methyl-3H-imidazo[4,5-b]pyridin-3-yl)benzoate FC1(CCN(CC1)C(=O)C=1C=C2C(=NC1)N(C(=N2)C)C2=CC=C(C(=O)OC)C=C2)F